FC1=C(C(=CC=C1)OC)C1=CC=C(C=C1)S(=O)(=O)N 2'-fluoro-6'-methoxy-[1,1'-biphenyl]-4-sulfonamide